C(C)N(CC)[Ti+3] (diethyl-amino)titanium(IV)